C(C)(C)(C)OC(=O)N1CCC(CC1)(F)C=1C=NC=C(C1)Cl 4-(5-Chloropyridin-3-yl)-4-fluoropiperidine-1-carboxylic acid tert-butyl ester